[Cl-].[Cl-].C1(=CC=C(C=C1)C(=[Zr+2](C1=C(C(=CC=2C3=CC(=C(C=C3CC12)C1=CC=CC=C1)C(C)(C)C)C(C)(C)C)C1=CC=CC=C1)C1C=CC=C1)C1=CC=C(C=C1)C)C Bis(p-tolyl)methylene(cyclopentadienyl)(2,7-diphenyl-3,6-di-t-butylfluorenyl)zirconium dichloride